FC(N1N=CN=C1C(=C)OCC)F 1-(difluoromethyl)-5-(1-ethoxyvinyl)-1H-1,2,4-triazole